4-((5-(ethoxycarbonyl)-3-methylindol-1-yl)methyl)phenylboronic acid C(C)OC(=O)C=1C=C2C(=CN(C2=CC1)CC1=CC=C(C=C1)B(O)O)C